N4-(3-((3-(2-fluorophenyl)-5-methyl-5,6-dihydropyrrolo[3,4-c]pyrazol-2(4H)-yl)methyl)phenyl)-N2-methylpyrimidine-2,4-diamine FC1=C(C=CC=C1)C1=C2C(=NN1CC=1C=C(C=CC1)NC1=NC(=NC=C1)NC)CN(C2)C